ClC1=C(C=C(CN2C(NC(C3=C2C=CN3)=O)=S)C=C1)OC(F)F 1-(4-chloro-3-(difluoromethoxy)benzyl)-2-thioxo-1,2,3,5-tetrahydro-4H-pyrrolo[3,2-d]pyrimidin-4-one